N-(2-fluoro-4-methylphenyl)-3-(N-(2-fluorophenyl)sulfamoyl)benzamide FC1=C(C=CC(=C1)C)NC(C1=CC(=CC=C1)S(NC1=C(C=CC=C1)F)(=O)=O)=O